[4,4-diethyl-1-[(1R)-1-[3-[[(1R,2S)-2-hydroxyindan-1-yl]carbamoyl]phenyl]-3-methoxy-propyl]-6-oxo-hexahydropyrimidin-2-ylidene]ammonium C(C)C1(NC(N(C(C1)=O)[C@H](CCOC)C1=CC(=CC=C1)C(N[C@H]1[C@H](CC2=CC=CC=C12)O)=O)=[NH2+])CC